7-(4-(2-((4-(Ethoxycarbonyl)-3-hydroxyphenyl)amino)-2-oxoethyl)piperazin-1-yl)-1-ethyl-6-fluoro-4-oxo-1,4-dihydroquinoline-3-carboxylic acid C(C)OC(=O)C1=C(C=C(C=C1)NC(CN1CCN(CC1)C1=C(C=C2C(C(=CN(C2=C1)CC)C(=O)O)=O)F)=O)O